C1(CCC1)NC(=O)C=1C=CC2=C(N=C(O2)C2=CC(=CC(=C2)C(F)(F)F)O)C1 N-Cyclobutyl-2-(3-hydroxy-5-(trifluoromethyl)phenyl)benzo[d]oxazole-5-carboxamide